4-((3-(5-fluoropyrimidin-2-yl)-2-methoxyphenyl)amino)-6-((5-(2-hydroxypropan-2-yl)pyrazin-2-yl)amino)-N-(methyl-d3)pyridazine-3-carboxamide FC=1C=NC(=NC1)C=1C(=C(C=CC1)NC1=C(N=NC(=C1)NC1=NC=C(N=C1)C(C)(C)O)C(=O)NC([2H])([2H])[2H])OC